CN1C(C(=CC=2C1=C(N=NC2N[C@H](C)C2=CC(=CC=C2)C(F)F)C)C2CCOCC2)=O |r| 1,8-dimethyl-5-[[rac-(1R)-1-[3-(difluoromethyl)phenyl]ethyl]amino]-3-tetrahydropyran-4-yl-pyrido[2,3-d]pyridazin-2-one